COC1=C(CN(C2=C(C=NC3=CC=C(C=C23)C#N)[N+](=O)[O-])[C@H]2C[C@H](OCC2)C)C=CC(=C1)OC 4-{(2,4-dimethoxybenzyl)[(2R,4R)-2-methyltetrahydro-2H-pyran-4-yl]amino}-3-nitroquinoline-6-carbonitrile